O1CCOC2=C1C=CC(=C2)NS(=O)(=O)C2=CC=C(C=C2)NC(=O)NCC=2C=NC=CC2 1-{4-[(2,3-dihydro-1,4-benzodioxin-6-yl)sulfamoyl]phenyl}-3-(pyridin-3-ylmethyl)urea